O=C(CNCC(=O)OC\C=C/CCCCCC)OC(CCCCC)CCCCC (Z)-non-2-en-1-yl (2-oxo-2-(undecan-6-yloxy)ethyl)glycinate